trans-3-(dimethylamino)acrylonitrile CN(/C=C/C#N)C